Cl.NCCCC1=C(C=C(C=C1)NC(C[C@H]1C=2N(C3=C(C(=N1)C1=CC=C(C=C1)Cl)C(=C(S3)C)C)C(=NN2)C)=O)CO (S)-N-(4-(3-aminopropyl)-3-(hydroxymethyl)phenyl)-2-(4-(4-chlorophenyl)-2,3,9-trimethyl-6H-thieno[3,2-f][1,2,4]triazolo[4,3-a][1,4]diazepin-6-yl)acetamide hydrochloride